ClC1=CN(C2=C(C=C(C=C12)C(=O)NC1=CC=C(C=C1)OC(F)(F)Cl)C1=CC=NN1)C(C)C 3-chloro-N-(4-(chlorodifluoromethoxy)phenyl)-1-isopropyl-7-(1H-pyrazol-5-yl)-1H-indole-5-carboxamide